tert-butyl (3aR,7aR)-7a-fluoro-2-(3-(methoxycarbonyl) phenyl)-1-oxooctahydro-5H-pyrrolo[3,4-c]pyridine-5-carboxylate F[C@@]12[C@@H](CN(CC1)C(=O)OC(C)(C)C)CN(C2=O)C2=CC(=CC=C2)C(=O)OC